C(#N)C=1C=C(NC=O)C=CC1 m-cyanoformanilide